((6-chloro-4-(2,2-difluorocyclopropyl)pyridin-2-yl)imino)dimethyl-λ6-thiocanone ClC1=CC(=CC(=N1)N=C1S(CCCCCC1)(=O)(C)C)C1C(C1)(F)F